N-[(1S)-1-[[(1S)-2-amino-2-oxo-1-[[(3S)-2-oxo-3-piperidyl]methyl]ethyl]carbamoyl]-3,3-dimethyl-butyl]-7-chloro-5-methoxy-1H-indole-2-carboxamide NC([C@H](C[C@H]1C(NCCC1)=O)NC(=O)[C@H](CC(C)(C)C)NC(=O)C=1NC2=C(C=C(C=C2C1)OC)Cl)=O